(E)-2-(4-(3-acetylaminophenyl)-1H-1,2,3-triazol-1-yl)-N'-(3,5-dibromo-2-hydroxybenzylidene)acethydrazide C(C)(=O)NC=1C=C(C=CC1)C=1N=NN(C1)CC(=O)N/N=C/C1=C(C(=CC(=C1)Br)Br)O